Cl.CC1=CC=2C=3N(C(=NC2C(=C1)[C@@H](C)N)N1CCCCC1)N=C(N3)C3=NC=CN=C3 (R)-1-(9-methyl-5-(piperidin-1-yl)-2-(pyrazin-2-yl)-[1,2,4]triazolo[1,5-c]quinazolin-7-yl)ethan-1-amine, hydrochloride